dicyclohexylamine edisylate salt S(=O)(=O)(O)CCS(=O)(=O)O.C1(CCCCC1)NC1CCCCC1